ClC1=CC2=C(C=N1)C(=NN2C2=NC(=CC=C2)C(C)(F)F)C(=O)N(C)OC 6-chloro-1-(6-(1,1-difluoroethyl)pyridin-2-yl)-N-methoxy-N-methyl-1H-pyrazolo[4,3-C]pyridine-3-carboxamide